4-((benzyl-(4-cyclohexylphenyl)amino)methyl)-1H-1,2,3-triazole-5-carboxylic acid C(C1=CC=CC=C1)N(C1=CC=C(C=C1)C1CCCCC1)CC=1N=NNC1C(=O)O